[N+](=O)([O-])C1=CC=C(C=C1)C=1N(C=CN1)S(=O)(=O)C1=CC=CC=C1 2-(4-nitrophenyl)-1-(benzenesulfonyl)-1H-imidazole